[N+](=O)([O-])C1=CC=C(C=C1)C(CS(=O)(=O)CC(C1=CC=C(C=C1)[N+](=O)[O-])O)O p-nitrophenyl-β-hydroxyethyl sulfone